FC=1C=C(C=CC1F)NC(N([C@@H]1C=2C3=C(C(NC2CCC1)=O)CCOC3)C)=O (S)-3-(3,4-difluorophenyl)-1-methyl-1-(5-oxo-3,4,5,6,7,8,9,10-octahydro-1H-pyrano[4,3-c]quinolin-10-yl)urea